C(N)(=N)C=1C=C(SC1)CNC(=O)[C@H]1N(C[C@]2(CC2(F)F)C1)C(CNC(CCCOC1=CC=CC=C1)=O)=O (3R,6S)-N-((4-carbamimidoylthiophen-2-yl)methyl)-1,1-difluoro-5-((4-phenoxy-butanoyl)glycyl)-5-azaspiro[2.4]heptane-6-carboxamide